CN(C(/C=C/CN(C(OC(C)(C)C)=O)CC(C)OC1=CC=C(C=C1)I)=O)C tert-butyl (E)-(4-(dimethylamino)-4-oxobut-2-en-1-yl)(2-(4-iodophenoxy)propyl)carbamate